(1S,2S)-2-carbamimidamidocyclohexane-1-carboxylic acid N(C(=N)N)[C@@H]1[C@H](CCCC1)C(=O)O